C(C)(C)(C)O[C@H]1[C@@H](C[C@H]2N(CCC3=CC(=C(C=C23)OC)OCC2(CCC2)C#N)C1)O 1-((((2R,3R,11bR)-3-(tert-butoxy)-2-hydroxy-10-methoxy-1,3,4,6,7,11b-hexahydro-2H-pyrido[2,1-a]isoquinolin-9-yl)oxy)methyl)cyclobutane-1-carbonitrile